(difluoroethoxy)-1-methyl-3-trifluoromethylpyrazole FC(COC=1C(=NN(C1)C)C(F)(F)F)F